1-(2-fluoro-4-(4,4,5,5-tetramethyl-1,3,2-dioxaborolan-2-yl)phenyl)-1H-tetrazole FC1=C(C=CC(=C1)B1OC(C(O1)(C)C)(C)C)N1N=NN=C1